vinyl-Benzylaminoethylaminopropyltrimethoxysilane C(=C)CO[Si](OC)(OC)CCCNCCNCC1=CC=CC=C1